Cl.C(C)NO N-ethylhydroxylamine hydrochloride